6-(2,2-difluoroethoxy)-5-fluoro-2-methoxy-pyridine-3-amine FC(COC1=C(C=C(C(=N1)OC)N)F)F